(2S)-2-amino-4-methylpentanoic acid methyl ester hydrochloride Cl.COC([C@H](CC(C)C)N)=O